3-cyclopropyl-2-propyn-1-aldehyde C1(CC1)C#CC=O